C(C)O[Si](CCN1N=C(N=C1C)C1=C(C=CC=C1)C1=NNC(=N1)C)(OCC)OCC 1-[2-(Triethoxysilyl)ethyl]-3,3'-(1,2-phenylene)bis(5-methyl-1,2,4-triazole)